NC1=NC=CC=C1[C@@H](CC=C)N[S@@](=O)C(C)(C)C (S)-N-[(1R)-1-(2-aminopyridin-3-yl)but-3-en-1-yl]-2-methylpropane-2-sulfinamide